CC1=C(C=C(C(=O)NCC2=NC=C3C=CC(=NC3=C2)C2=NC(=CC=C2)N2CC(C(C2)N2CCOCC2)C)C=C1)S(=O)(=O)C 4-methyl-N-((2-(6-(3-methyl-4-morpholinopyrrolidin-1-yl)pyridin-2-yl)-1,6-naphthyridin-7-yl)methyl)-3-(methylsulfonyl)benzamide